ClC1=C(C=CC(=C1)Cl)C=1C(OC2(C1)CCCCC2)=O 3-(2,4-dichlorophenyl)-2-oxo-1-oxaspiro[4.5]-dec-3-ene